OC1C2(CC3=CC=CC=C13)NC(C=1N2C(C(=CC1C)NC1=CC(=NC=N1)NC(=O)C1CC1)=O)=O N-(6-((1'-HYDROXY-8-METHYL-1,5-DIOXO-1,1',3',5-TETRAHYDRO-2H-SPIRO[IMIDAZO[1,5-A]PYRIDINE-3,2'-INDEN]-6-YL)AMINO)PYRIMIDIN-4-YL)CYCLOPROPANECARBOXAMIDE